[5-[(1S)-1-aminoethyl]-3-cyclopropyl-1,2,4-triazol-1-yl]pyrimidine-4-carboxamide hydrochloride Cl.N[C@@H](C)C1=NC(=NN1C1=NC=CC(=N1)C(=O)N)C1CC1